2-(3-((2-amino-4-(butylamino)-6-methylpyrimidin-5-yl)thio)-4-methoxyphenyl)acetonitrile NC1=NC(=C(C(=N1)NCCCC)SC=1C=C(C=CC1OC)CC#N)C